Triethylene glycol monotetradecyl ether C(CCCCCCCCCCCCC)OCCOCCOCCO